N1=CC(=CC=C1NC(C1=CC=C(C=C1)F)=O)C=1C=NC=CC1 N-([3,3'-bipyridin]-6-yl)-4-fluorobenzamide